6-hydroxy-3-methylhexyl acrylate C(C=C)(=O)OCCC(CCCO)C